C1(CCCC1)N1C[C@H](N(S(C2=C1C=C(C(=C2)OCC=2C(=NC(=CC2)OC)C(=O)OC)C(F)(F)F)(=O)=O)C)CCC(C)(F)F methyl (R)-3-(((5-cyclopentyl-3-(3,3-difluorobutyl)-2-methyl-1,1-dioxido-7-(trifluoromethyl)-2,3,4,5-tetrahydrobenzo[f][1,2,5]thiadiazepin-8-yl)oxy)methyl)-6-methoxypicolinate